NC1=C2C(=NC=N1)N(N=C2C2=CC=C(C=C2)OC2=CC=CC=C2)C2CC1(CN(C1)C1CN(C1)C=1C=C3C(N(C(C3=CC1)=O)C1C(NC(CC1)=O)=O)=O)C2 5-(3-(6-(4-amino-3-(4-phenoxyphenyl)-1H-pyrazolo[3,4-d]pyrimidin-1-yl)-2-azaspiro[3.3]heptan-2-yl)azetidin-1-yl)-2-(2,6-dioxopiperidin-3-yl)isoindoline-1,3-dione